CS(=O)(=O)N1CCN(CC1)C(=O)C=1C(=C2C(=NC1)C=CS2)N2CCC(CC2)(C#N)C2=CC=CC=C2 1-(6-(4-(methylsulfonyl)piperazine-1-carbonyl)thieno[3,2-b]pyridin-7-yl)-4-phenylpiperidine-4-carbonitrile